2-(2-(trifluoromethyl)-4-(4-(trifluoromethyl)phenoxy)phenyl)oxirane FC(C1=C(C=CC(=C1)OC1=CC=C(C=C1)C(F)(F)F)C1OC1)(F)F